COC=1C2=C(N=C(N1)NC1CCC3(CCO3)CC1)NC=C2C=2C=CC1=C(N(N=N1)C)C2 4-methoxy-5-(1-methyl-1H-benzo[d][1,2,3]triazol-6-yl)-N-((4s,7s)-1-oxaspiro[3.5]nonan-7-yl)-7H-pyrrolo[2,3-d]pyrimidin-2-amine